6-(2,6-difluorophenyl)-4-((4-(2-methyl-1-(methylsulfonylamino)-1-oxopropan-2-yl)phenyl)amino)pyridazine-3-carboxamide FC1=C(C(=CC=C1)F)C1=CC(=C(N=N1)C(=O)N)NC1=CC=C(C=C1)C(C(=O)NS(=O)(=O)C)(C)C